ClC1=C(C=CC(=C1)F)C1OP(OCC1)=S 4-(2-chloro-4-fluorophenyl)-1,3,2-dioxaphosphorinane 2-sulfide